CC(C)CC(C)NC1=CC=C(C=C1)NC2=CC=CC=C2 N-1,3-dimethylbutyl-N'-Phenyl-p-phenylenediamine